(2H5)ethyl (2s)-2-[(2s)-2-amino-3-{4-[bis(2-chloroethyl)amino]phenyl}propanamido]-3-(4-fluorophenyl)propanoate hydrochloride Cl.N[C@H](C(=O)N[C@H](C(=O)OC(C([2H])([2H])[2H])([2H])[2H])CC1=CC=C(C=C1)F)CC1=CC=C(C=C1)N(CCCl)CCCl